4-amino-7-cyclopropyl-1-(1-(tetrahydrofuran-2-yl)ethyl)pyrido[2,3-d]pyrimidin-2(1H)-one NC=1C2=C(N(C(N1)=O)C(C)C1OCCC1)N=C(C=C2)C2CC2